C1(CCC(CC1)CCCN)CCCN 4-cyclohexanedipropylamine